6-{5-chloro-2-[(oxacyclohex-4-yl)amino]pyrimidin-4-yl}-2-[2-(2,5-dimethylmorpholin-4-yl)-2-oxoethyl]-2,3-dihydro-1H-isoindol-1-one ClC=1C(=NC(=NC1)NC1CCOCC1)C1=CC=C2CN(C(C2=C1)=O)CC(=O)N1CC(OCC1C)C